1,1,1,2,2,4,4,5,5,5-decafluoropentan-3-one FC(C(C(C(C(F)(F)F)(F)F)=O)(F)F)(F)F